CC1=NC(=NC(=N1)C)C=1C=C(N)C=CC1 3-(4,6-Dimethyl-1,3,5-triazin-2-yl)aniline